(3-(aminomethyl)phenyl)-N-(5-(3-cyclopropyl-1-hydroxy-1-(pyridin-3-yl)propyl)-2-fluorophenyl)-3-(trifluoromethyl)-1H-pyrazole-5-carboxamide NCC=1C=C(C=CC1)N1N=C(C=C1C(=O)NC1=C(C=CC(=C1)C(CCC1CC1)(C=1C=NC=CC1)O)F)C(F)(F)F